C1(CC1)[C@H](C)C1=C(N)C(=CC=C1)C(C)C (S)-2-(1-cyclopropylethyl)-6-isopropylaniline